C(N)(=O)C1=C(C=CC=C1)NC(=O)C=1C=NN2C1N=CC=C2 N-(2-Carbamoylphenyl)pyrazolo[1,5-a]pyrimidin-3-carboxamid